4-chloro-8,8-difluoro-2-(methylsulfonyl)-5,6,7,8-tetrahydroquinazoline ClC1=NC(=NC=2C(CCCC12)(F)F)S(=O)(=O)C